C(#N)N=C(NCCCCCN1CCN(CC1)C(=O)C1SCCC1)NC1=CC=NC=C1 2-cyano-1-(5-(1-(2-tetrahydrothienylformyl)piperazine-4-yl)pentyl)-3-(4-pyridinyl)guanidine